C(C)N(CC)C(C[Sn])(N(CC)CC)N(CC)CC Tris(diethylamino)ethyl-tin